C(C)C=1C(=NC(=NC1)N[C@@H]1CNCCC1)C1=CNC2=C(C(=CC=C12)C#N)S(=O)(=O)C 3-[5-ethyl-2-[[(3S)-3-piperidyl]amino]pyrimidin-4-yl]-7-methylsulfonyl-1H-indole-6-carbonitrile